C(=C)C=1OC(C(N1)(CCCCCCCCC)C)=O 2-vinyl-4-methyl-4-nonyl-1,3-oxazoline-5-one